(Z)-(4-aminobut-2-en-1-yl)carbamic acid tert-butyl ester C(C)(C)(C)OC(NC\C=C/CN)=O